Cl.CN1C(=C(C=C1)C(=O)O)C 1,2-dimethyl-1H-pyrrole-3-carboxylic acid hydrochloride